2-fluoro-4-(2-((1-(methylsulfonyl)piperidin-4-yl)amino)-7-(1H-pyrazol-4-yl)-[1,2,4]triazolo[1,5-c]pyrimidin-8-yl)benzonitrile FC1=C(C#N)C=CC(=C1)C=1C=2N(C=NC1C=1C=NNC1)N=C(N2)NC2CCN(CC2)S(=O)(=O)C